2-Amino-N-(1-methyl-1H-pyrazol-4-yl)nicotinamide tert-butyl-2,2-difluoro-6-(4-(methoxycarbonyl)phenyl)-7-azaspiro[3.5]non-5-ene-7-carboxylate C(C)(C)(C)OC(=O)N1C(=CC2(CC(C2)(F)F)CC1)C1=CC=C(C=C1)C(=O)OC.NC1=C(C(=O)NC=2C=NN(C2)C)C=CC=N1